CC1=C(C=CC=C1)N1N=CC(=C1)C1=C2C(=NC=C1)NC=C2 4-[1-(2-methylphenyl)-1H-pyrazol-4-yl]-1H-pyrrolo[2,3-b]pyridine